2-((4-(3-fluoro-4-(2-methoxyethoxy)phenyl)-5-isobutylthiazol-2-yl)amino)-N-(2-(methylamino)ethyl)-5-(thiophen-2-yl)nicotinamide FC=1C=C(C=CC1OCCOC)C=1N=C(SC1CC(C)C)NC1=C(C(=O)NCCNC)C=C(C=N1)C=1SC=CC1